1-(isopropylamino)-7-((4-((S-methylsulfonimidoyl)methyl)pyridin-2-yl)amino)-2,6-naphthyridine C(C)(C)NC1=NC=CC2=CN=C(C=C12)NC1=NC=CC(=C1)CS(=O)(=N)C